Indole-5-formic acid N1C=CC2=CC(=CC=C12)C(=O)O